tert-butyl 4-(7-(2-aminobenzo[d]thiazol-4-yl)-8-fluoro-6-methyl-2-(((S)-1-methylpyrrolidin-2-yl)methoxy)quinazolin-4-yl)piperazine-1-carboxylate NC=1SC2=C(N1)C(=CC=C2)C2=C(C=C1C(=NC(=NC1=C2F)OC[C@H]2N(CCC2)C)N2CCN(CC2)C(=O)OC(C)(C)C)C